OC12OC3=C(C1(C(C1=CC=CC=C12)=O)NC1=NC=CC=C1)C=C(C(=C3)C)C 4b-hydroxy-7,8-dimethyl-9b-(pyridin-2-yl-amino)-4b,9b-dihydro-10H-indeno[1,2-b]benzofuran-10-one